C(C1=CC=CC=C1)SC=1C=C(OC2C(NC(CC2)=O)=O)C=CC1OC 3-(3-benzylsulfanyl-4-methoxy-phenoxy)piperidine-2,6-dione